[5-(prop-2-en-1-yloxy)pyridin-2-yl]methoxyl-1,3-benzoxazole C(C=C)OC=1C=CC(=NC1)COC=1OC2=C(N1)C=CC=C2